CC=1NC(=C(N1)C(=O)[O-])C(=O)[O-] 2-methylimidazole-4,5-dicarboxylate